N1,N2-ethylene-2-methylamino-4,5,6,7-tetrabromo-benzimidazole CN1CCN2C1=NC3=C2C(=C(C(=C3Br)Br)Br)Br